1-((4-(4-fluoro-2-methoxyphenyl)piperazin-1-yl)sulfonyl)-3-methyl-1H-imidazol-3-ium FC1=CC(=C(C=C1)N1CCN(CC1)S(=O)(=O)N1C=[N+](C=C1)C)OC